BrC1=C(C=C2C(=C(C=NC2=C1F)[N+](=O)[O-])O)Cl 7-bromo-6-chloro-8-fluoro-3-nitroquinolin-4-ol